(S)-6-((1-amino-1-oxopropan-2-yl)amino)-2-(1-(4-(trifluoromethyl)benzyl)-1H-indol-5-yl)pyrimidine-4-carboxamide NC([C@H](C)NC1=CC(=NC(=N1)C=1C=C2C=CN(C2=CC1)CC1=CC=C(C=C1)C(F)(F)F)C(=O)N)=O